methyl 5-fluoro-6-(phenyl-sulfonamido)nicotinate FC=1C(=NC=C(C(=O)OC)C1)NS(=O)(=O)C1=CC=CC=C1